C(C)(=O)OC[C@H](NC([C@@H](NC(=O)C=1N=C(SC1)N1CCC(CC1)C(NCCCOC(C)C)=O)CO[Si](C)(C)C(C)(C)C)=O)C(=O)OC Methyl O-acetyl-N-(O-(tert-butyldimethylsilyl)-N-(2-(4-((3-isopropoxypropyl)carbamoyl)piperidin-1-yl)thiazole-4-carbonyl)-L-seryl)-L-serinate